ClC=1C(=NC(=NC1)NC=1C=C(C(=O)NC2CNCCC2)C=CC1)NCC1=CC=C(C=C1)F 3-({5-chloro-4-[(4-fluorobenzyl)amino]pyrimidin-2-yl}amino)-N-(piperidin-3-yl)benzamide